C(C)(=O)OCCCCCCCCC\C=C\C=C\CCC (E,E)-10,12-Hexadecadienyl acetate